4-[(3S)-4-{4-[4-(1,3-dioxolan-2-yl)piperidin-1-yl]phenyl}-3-methylpiperazin-1-yl]-3-fluoro-2-(trifluoromethyl)benzonitrile O1C(OCC1)C1CCN(CC1)C1=CC=C(C=C1)N1[C@H](CN(CC1)C1=C(C(=C(C#N)C=C1)C(F)(F)F)F)C